ClC1=C(C=CC=C1)C1=CC(=CC=C1)N(C1=CC(N(C=2C=CC(=NC12)C#N)C)=O)CC1CC1 8-((2'-chloro-[1,1'-biphenyl]-3-yl)(cyclopropylmethyl)amino)-5-methyl-6-oxo-5,6-dihydro-1,5-naphthyridine-2-carbonitrile